N12C=CCC2NCCC1 1,6-diazabicyclo[3.4.0]nonene